C(OC1=CC=C(C=C1)[N+](=O)[O-])(OCC1=NN2C(CN(CC2)C2COC2)=C1)=O (4-nitrophenyl) [5-(oxetan-3-yl)-6,7-dihydro-4H-pyrazolo[1,5-a]pyrazin-2-yl]methyl carbonate